N1(C(=NC(=C1[2H])[2H])[2H])C1=NC(=CC(=N1)C(=O)OCC)C ethyl 2-(1H-imidazol-1-yl-d3)-6-methylpyrimidine-4-carboxylate